C(=O)OC1=C(C=C(C=C1Cl)Cl)Cl (2,4,6-trichlorophenyl) formate